OC=1C=CC2=C(CCNCC2)C1 8-Hydroxy-1,3,4,5-tetrahydro-2H-benzo[d]azepine